COCC(C)(O[Hf](OC(COC)(C)C)(OC(COC)(C)C)OC(COC)(C)C)C tetra(1-methoxy-2-methyl-2-propoxy)hafnium